(3S,4S)-4-fluoro-3-(2-fluoro-4-((2-methoxypropyl)amino)-5-nitrobenzamido)piperidine-1-carboxylic acid tert-butyl ester C(C)(C)(C)OC(=O)N1C[C@@H]([C@H](CC1)F)NC(C1=C(C=C(C(=C1)[N+](=O)[O-])NCC(C)OC)F)=O